(3S,4S)-3-methyl-4-(6-methyl-5-(pyrimidin-2-yl)pyridin-2-ylamino)pyrrolidine-1-carboxylic acid tert-butyl ester C(C)(C)(C)OC(=O)N1C[C@@H]([C@@H](C1)NC1=NC(=C(C=C1)C1=NC=CC=N1)C)C